5-chloro-4-fluoro-3-methyl-1H-pyrrolo[2,3-c]pyridine ClC=1C(=C2C(=CN1)NC=C2C)F